C(C1=C(C(=CC(=C1)C(C)(C)CC(C)(C)C)N1N=C2C(=N1)C=CC=C2)O)C2=C(C(=CC(=C2)C(C)(C)CC(C)(C)C)N2N=C1C(=N2)C=CC=C1)O 2,2'-methylenebis[6-(benzotriazole-2-yl)-4-tert-octylphenol]